[6-[3-(1-hydroxycyclopropyl)-1,2,4-triazol-1-yl]-2-azaspiro[3.3]heptan-2-yl]-[3-[6-[[1-(trifluoromethyl)cyclopropyl]methylamino]-3-pyridyl]azetidin-1-yl]methanone OC1(CC1)C1=NN(C=N1)C1CC2(CN(C2)C(=O)N2CC(C2)C=2C=NC(=CC2)NCC2(CC2)C(F)(F)F)C1